(R,Z)-3-chloro-1-(3-(3-chloro-5-(imidazo[1,2-a]pyrimidin-7-yl)phenyl)morpholino)prop-2-en-1-one Cl\C=C/C(=O)N1[C@@H](COCC1)C1=CC(=CC(=C1)C1=NC=2N(C=C1)C=CN2)Cl